3-Fluoro-3-((9-oxo-2-(trifluoromethyl)-9H-indeno[2,1-d]pyrimidin-7-yl)carbamoyl)azetidine-1-carboxylic acid tert-butyl ester C(C)(C)(C)OC(=O)N1CC(C1)(C(NC1=CC=2C(C=3N=C(N=CC3C2C=C1)C(F)(F)F)=O)=O)F